1-O-tert-butyl 2-O-methyl (4E)-4-(methoxymethylidene)piperidine-1,2-dicarboxylate CO\C=C/1\CC(N(CC1)C(=O)OC(C)(C)C)C(=O)OC